((((2,2'-dimethyl-[1,1'-biphenyl]-3,3'-diyl)bis(oxy))bis(propane-3,1-diyl))bis(methylazanediyl))bis(propane-1,2-diol) CC1=C(C=CC=C1OCCCN(C)CC(CO)O)C1=C(C(=CC=C1)OCCCN(C)CC(CO)O)C